5-bromo-1-(2,6-dibenzyloxy-3-pyridyl)-3-(oxetan-3-yl)benzimidazol-2-one BrC1=CC2=C(N(C(N2C2COC2)=O)C=2C(=NC(=CC2)OCC2=CC=CC=C2)OCC2=CC=CC=C2)C=C1